[Ti].[Co].[Pt] platinum-cobalt-titanium